The molecule is a steroidal acyl-CoA that results from the formal condensation of the thiol group of coenzyme A with the carboxy group of 3alpha,7alpha,12alpha-trihydroxy-5beta-cholest-24-en-26-oic acid. It has a role as a bile acid metabolite, a human metabolite and a mouse metabolite. C[C@H](CC/C=C(/C)\\C(=O)SCCNC(=O)CCNC(=O)[C@@H](C(C)(C)COP(=O)(O)OP(=O)(O)OC[C@@H]1[C@H]([C@H]([C@@H](O1)N2C=NC3=C(N=CN=C32)N)O)OP(=O)(O)O)O)[C@H]4CC[C@@H]5[C@@]4([C@H](C[C@H]6[C@H]5[C@@H](C[C@H]7[C@@]6(CC[C@H](C7)O)C)O)O)C